NC1=C(C(=C(OC2=CC(=NC=C2)NC(N(C)C)=O)C=C1)C)C 3-(4-(4-amino-2,3-dimethylphenoxy)pyridin-2-yl)-1,1-dimethylurea